BrC1=CC(=NN1COCC[Si](C)(C)C)C(=O)OC methyl 5-bromo-1-{[2-(trimethylsilyl) ethoxy] methyl}-1H-pyrazole-3-carboxylate